N-(3-bromo-5-(methylsulfonamido)phenyl)-5-methyl-4-(pyridin-2-yl)thiophene-2-carboxamide BrC=1C=C(C=C(C1)NS(=O)(=O)C)NC(=O)C=1SC(=C(C1)C1=NC=CC=C1)C